1-[(4R)-2,2-dimethyl-1,3-dioxolane-4-carbonyl]piperidine-4-carbaldehyde CC1(OC[C@@H](O1)C(=O)N1CCC(CC1)C=O)C